3-(azetidin-1-yl)propyl 2-(3,5-dichlorophenyl)benzo[d]oxazole-6-carboxylate ClC=1C=C(C=C(C1)Cl)C=1OC2=C(N1)C=CC(=C2)C(=O)OCCCN2CCC2